C(C)(C)C=1N(C=NN1)C1=CC=CC=C1 5-isopropyl-4-phenyl-4H-1,2,4-triazole